ClC1=C(C(=C(OC2CCN(CC2)C(=O)N2C[C@@H]3[C@@H](OCC(N3)=O)CC2)C=C1)F)C1=CC=C(C=C1)Cl (4aR,8aS)-6-[4-[4-chloro-3-(4-chlorophenyl)-2-fluoro-phenoxy]piperidine-1-carbonyl]-4,4a,5,7,8,8a-hexahydropyrido[4,3-b][1,4]oxazin-3-one